(R)-4-(3-fluorophenyl)-1-((3-(3-fluoropropyl)pyridin-4-yl)methyl)pyrrolidin-2-one FC=1C=C(C=CC1)[C@H]1CC(N(C1)CC1=C(C=NC=C1)CCCF)=O